1-(5-(benzo[d][1,3]dioxol-5-yl)furan-2-yl)ethan-1-one O1COC2=C1C=CC(=C2)C2=CC=C(O2)C(C)=O